[Si](C1=CC=CC=C1)(C1=CC=CC=C1)(C(C)(C)C)O[C@H](CC(C(=C)C)=O)CN(C)CCOC (R)-5-((tert-butyldiphenylsilyl)oxy)-6-((2-methoxyethyl)(methyl)amino)-2-methylhexan-1-en-3-one